N-butyl-2-fluoro-N-[3-[methyl-[[1-(2-trimethylsilylethoxymethyl)imidazol-4-yl]methyl]amino]phenyl]benzamide C(CCC)N(C(C1=C(C=CC=C1)F)=O)C1=CC(=CC=C1)N(CC=1N=CN(C1)COCC[Si](C)(C)C)C